FC1=C(C=CC=C1)S(=O)(=O)N1CC(CC1)N1C(=NC=2C1=C1C(=NC2)N(C=C1)S(=O)(=O)C1=CC=CC=C1)C(C)O 1-(1-(((2-fluorophenyl)sulfonyl)pyrrolidine-3-yl)-6-(benzenesulfonyl)-1,6-dihydroimidazo[4,5-d]pyrrolo[2,3-b]pyridin-2-yl)ethanol